3-tris(triethyl-siloxy)silylpropyl-acrylamide C(C)[Si](O[Si](CCCC(C(=O)N)=C)(O[Si](CC)(CC)CC)O[Si](CC)(CC)CC)(CC)CC